CC(CCC=C(C)C)CC=O 2,3-dihydrocitral